N-(4-(5,6,7,8-tetrahydro-1,8-naphthyridin-2-yl)butyl)cyclopropanamine N1=C(C=CC=2CCCNC12)CCCCNC1CC1